(S)-1-(6-(4-fluoro-1H-pyrazol-1-yl)pyridin-3-yl)ethan-1-amine dihydrochloride Cl.Cl.FC=1C=NN(C1)C1=CC=C(C=N1)[C@H](C)N